CC=1C(=C(C(=O)O)C(=CC1F)F)F methyl-2,4,6-trifluoro-benzoic acid